[Ga+3].ClC1=C(OC2=C(C(=O)NC=3CC(C=CC3)=S(=O)=O)C=CC(=C2)C#N)C=CC(=C1)F 2-(2-chloro-4-fluorophenoxy)-4-cyano-N-(3-sulfonylphenyl)benzamide gallium (iii)